4-bromo-2-fluoro-6-methylaniline BrC1=CC(=C(N)C(=C1)C)F